N-((5-chloro-6-(pyridazin-3-ylmethoxy)-1H-indol-2-yl)methyl)-1-methylcyclopropane-1-carboxamide ClC=1C=C2C=C(NC2=CC1OCC=1N=NC=CC1)CNC(=O)C1(CC1)C